2-(1-methylcyclopropyl)-3-((5-(trifluoromethyl)pyridin-2-yl)methyl)naphthalene-1,4-dione CC1(CC1)C=1C(C2=CC=CC=C2C(C1CC1=NC=C(C=C1)C(F)(F)F)=O)=O